3-(trimethoxysilyl)propane-1-amine CO[Si](CCCN)(OC)OC